N1=C(C=CC=C1)CC(C)=O pyridin-2-yl-propan-2-one